S1C2=C(C=C1)C=C1C(CC(C1=C2)=O)=O 5H-indeno[5,6-b]thiophene-5,7(6H)-dione